3-methyl-5-(8-((8-methyl-3,8-diazabicyclo[3.2.1]oct-3-yl)methyl)chroman-6-yl)-1H-pyrrolo[2,3-b]pyridine CC1=CNC2=NC=C(C=C21)C=2C=C1CCCOC1=C(C2)CN2CC1CCC(C2)N1C